1-(tert-butyl) 3-methyl 3-cyanopiperidine-1,3-dicarboxylate C(#N)C1(CN(CCC1)C(=O)OC(C)(C)C)C(=O)OC